ClC1=C(C=CC=C1)[C@H]([C@H](C)C=1N(C(C(=C(N1)C(=O)NC=1C=NOC1)O)=O)C)N1N=CC(=C1)C(F)(F)F 2-((1s,2s)-1-(2-chlorophenyl)-1-(4-(trifluoromethyl)-1H-pyrazol-1-yl)propan-2-yl)-5-hydroxy-N-(isoxazol-4-yl)-1-methyl-6-oxo-1,6-dihydropyrimidine-4-carboxamide